N-cyclohexyl-N-[(2-methyl)allyl]benzamide C1(CCCCC1)N(C(C1=CC=CC=C1)=O)CC(=C)C